O1CCC(CC1)C(=O)O oxane-4-carboxylic acid